N1,N1-dimethylethane-1,2-di-amine CN(CCN)C